methyl 6-((methylamino)methyl)-3',6'-dihydro-[3,4'-bipyridine]-1'(2'H)-carboxylate CNCC1=CC=C(C=N1)C=1CCN(CC1)C(=O)OC